4-amino-3-methoxycarbonyl-phenylboronic acid pinacol ester NC1=C(C=C(C=C1)B1OC(C)(C)C(C)(C)O1)C(=O)OC